1-(1-acryloylpiperidine-3-yl)-3-(4-(phenylcarbamoyl)phenyl)-1H-pyrazole-4-carboxamide C(C=C)(=O)N1CC(CCC1)N1N=C(C(=C1)C(=O)N)C1=CC=C(C=C1)C(NC1=CC=CC=C1)=O